1-((S)-2,2-difluorocyclopropyl)-N-((R)-1-(3-(difluoromethyl)-2-fluorophenyl)ethyl)-4-(((1R,5S,6s)-3-methyl-3-azabicyclo[3.1.0]hexan-6-yl)amino)-6-oxo-1,6-dihydropyridine-3-carboxamide FC1([C@H](C1)N1C=C(C(=CC1=O)NC1[C@@H]2CN(C[C@H]12)C)C(=O)N[C@H](C)C1=C(C(=CC=C1)C(F)F)F)F